methyl N-[(E)-1-pyridin-2-ylethylideneamino]carbamodithioate N1=C(C=CC=C1)\C(\C)=N\NC(=S)SC